(3S)-3-({5-amino-1-[(2-methoxy-4-{[(1R,4R)-5-methyl-2,5-diaza-bicyclo[2.2.1]heptan-2-yl]methyl}-phenyl)methyl]-1H-pyrazolo[4,3-d]pyrimidin-7-yl}amino)hexan-1-ol NC=1N=C(C2=C(N1)C=NN2CC2=C(C=C(C=C2)CN2[C@H]1CN([C@@H](C2)C1)C)OC)N[C@H](CCO)CCC